4-[4-(1,3-benzoxazol-2-yl)azepan-1-yl]-1,6-dimethyl-2-oxo-1,2-dihydroquinoline-3-carbonitrile O1C(=NC2=C1C=CC=C2)C2CCN(CCC2)C2=C(C(N(C1=CC=C(C=C21)C)C)=O)C#N